((3aR,5R,7aR)-5-methyl-octahydro-6H-pyrrolo[2,3-c]pyridin-6-yl)methanone C[C@@H]1C[C@@H]2[C@H](CN1C=O)NCC2